4-(benzyloxy)-5-bromo-3-methyl-1-propyl-1H-pyrazole C(C1=CC=CC=C1)OC=1C(=NN(C1Br)CCC)C